[N+](=O)([O-])C1=CC=C(O[P@@](=O)(OC2=CC=CC=C2)N[C@@H](C)C(=O)OC2CCCCC2)C=C1 Cyclohexyl ((S)-(4-nitrophenoxy)(phenoxy)phosphoryl)-L-alaninate